FC1=CC(=CC=2C=3N(CCOC21)C=NC3)C(=O)NC3CCC(CC3)OCC(F)(F)F 8-fluoro-N-((1r,4r)-4-(2,2,2-trifluoroethoxy)cyclohexyl)-5,6-dihydrobenzo[f]imidazo[1,5-d][1,4]oxazepine-10-carboxamide